NCCCOOOC[SiH3] gamma-aminopropyl-trioxymethylsilane